(1S,2R,3R,5R)-3-((E)-2-(2-Amino-3-bromoquinolin-7-yl)ethenyl)-5-(4-amino-9H-pyrimido[4,5-b]indol-9-yl)cyclopentane-1,2-diol NC1=NC2=CC(=CC=C2C=C1Br)/C=C/[C@@H]1[C@H]([C@H]([C@@H](C1)N1C2=C(C3=CC=CC=C13)C(=NC=N2)N)O)O